BrC=1C=2N(C3=CC=CC=C3C1)C(=C(C2C(=O)OC)C(=O)OC)C(C2=CC=C(C=C2)Br)=O Dimethyl 4-bromo-1-(4-bromobenzoyl)pyrrolo[1,2-a]quinoline-2,3-dicarboxylate